BrC1=NC(=CC(=C1)[C@@H]1OCC(N[C@H]1C(C)C)=O)Cl trans-6-(2-bromo-6-chloropyridin-4-yl)-5-isopropylmorpholin-3-one